2-(3-(((1S,3S,4R,5R)-4-fluoro-1-methyl-8-azabicyclo[3.2.1]octan-3-yl)oxy)-1,2,4-triazin-6-yl)-5-(1H-imidazol-1-yl)phenol F[C@H]1[C@H](C[C@@]2(CC[C@H]1N2)C)OC=2N=NC(=CN2)C2=C(C=C(C=C2)N2C=NC=C2)O